N1C=C(C=C1)C(=O)O.N1C=CC=C1 1H-pyrrole pyrrole-3-carboxylate